ClC=1C(=NC=C(N1)N1CCN(CC1)C)C#N 3-chloro-5-(4-methylpiperazin-1-yl)pyrazine-2-carbonitrile